2-((S)-1-(4-(6-((4-chloro-2-fluorobenzyl)oxy)pyridin-2-yl)piperidin-1-yl)ethyl)-1-(((S)-oxetan-2-yl)methyl)-1H-benzo[d]imidazole-6-carboxylic acid ClC1=CC(=C(COC2=CC=CC(=N2)C2CCN(CC2)[C@@H](C)C2=NC3=C(N2C[C@H]2OCC2)C=C(C=C3)C(=O)O)C=C1)F